sodium lauroylmethyl taurate NCCS(=O)(=O)OCC(CCCCCCCCCCC)=O.[Na]